ClC1=CC=C(C=C1)NC(=N)NCCCOC1=CC=C(C=C1)F 1-(4-chlorophenyl)-3-(3-(4-fluorophenoxy)propyl)guanidine